C(C)(C)(C)OCC1C(N(CC(N1CC1=CC=C(C=C1)C(F)(F)F)=O)C1=C(C=C(C#N)C=C1)F)=O 4-(3-(tert-butoxymethyl)-2,5-dioxo-4-(4-(trifluoromethyl)benzyl)piperazin-1-yl)-3-fluorobenzonitrile